N[C@H](C(=O)O)CC1=CC(=NC=C1)N (S)-2-amino-3-(2-aminopyridin-4-yl)propionic acid